N-(phenyl)-3-aminopropyltrimethoxysilane C1(=CC=CC=C1)NCCC[Si](OC)(OC)OC